ClC1=CC=CC2=C1N(C(=N2)CNN(C(C)=O)C)C N'-((7-chloro-1-methyl-1H-benzo[d]imidazol-2-yl)methyl)-N-methylacetohydrazide